C(C=C)C(COCCO)(CC=C)O bisallyl-diethylene glycol